Trimethoxy(Methyltrimethoxysilan) COC(O[Si](OC)(OC)C)(OC)OC